[Pd].C(CCCCC)=N hexaanimine palladium